O1COC=C1C(=O)O.CC1(C(N(C(N1CC(=O)NC=1C=NC=CC1)=O)C1=CC(=C(C=C1)[N+](=O)[O-])C(F)(F)F)=O)C 2-(5,5-dimethyl-3-(4-nitro-3-(trifluoromethyl)phenyl)-2,4-dioxoimidazolin-1-yl)-N-(pyridin-3-yl)acetamide [1,3]dioxole-5-carboxylate